C(C)(C)OC1=NC=CC=2N=C(N=C(C21)N)SC 5-isopropoxy-2-(methylthio)pyrido[4,3-d]pyrimidin-4-amine